[N+](=O)([O-])C1=C2CCCC2=C(C=2CCCC12)C(F)(F)F 4-nitro-8-(trifluoromethyl)-1,2,3,5,6,7-hexahydro-s-indacene